(pyridin-3-yl-methyl)-2,4,5,6-tetrahydropyrrolo[3,4-c]pyrazole N1=CC(=CC=C1)CN1N=C2C(=C1)CNC2